1-(2,5-Diethylfuran-3-yl)-3-[(1-methyl-1H-pyrazol-4-yl)[(oxapent-2-yl)methyl]sulfamoyl]urea C(C)C=1OC(=CC1NC(=O)NS(N(CC(O)CCC)C=1C=NN(C1)C)(=O)=O)CC